BrC1=C(C#N)C=CC(=C1)N1C(CC2(CC(C2)N2[C@@H](COCC2)C2=C(C=CC=C2)C(C)C)CC1)C 2-bromo-4-{2-[(3R)-3-(2-isopropylphenyl)morpholin-4-yl]-6-methyl-7-azaspiro[3.5]nonan-7-yl}benzonitrile